OC1=CC=C2C3=C(C(OC2=C1)=O)C=C(C=C3)NC(CN3CCN(CC3)C)=O N-(3-hydroxy-6-oxo-6H-benzo[c]chromen-8-yl)-2-(4-methylpiperazin-1-yl)acetamide